CC1(COC1)NC1=CC(=NC=C1C=1SC(=NN1)N1CC2N(C(C1)C2)C(=O)N2CCN(CC2)C)C2=CC=C1N2N=CC=C1 7-(4-((3-methyl-oxetan-3-yl)amino)-5-(5-(6-(4-methyl-piperazine-1-carbonyl)-3,6-diazabicyclo[3.1.1]heptan-3-yl)-1,3,4-thiadiazol-2-yl)pyridin-2-yl)pyrrolo[1,2-b]pyridazine